C(C1=CC=CC=C1)OC(=O)N1[C@H]([C@](C[C@H]1C)([N+](=O)[O-])CO)CO[C@@H]1CC[C@@H](CC1)C1=CC=CC=C1 (2R,3S,5R)-3-(hydroxymethyl)-5-methyl-3-nitro-2-({[(cis)-4-phenylcyclohexyl]oxy}methyl)pyrrolidine-1-carboxylic acid benzyl ester